rac-(4aR,8aR)-8,8-difluoro-6-[3-[[2-fluoro-4-(trifluoromethyl)phenyl]methoxy]azetidine-1-carbonyl]-4a,5,7,8a-tetrahydro-4H-pyrido[4,3-b][1,4]oxazin-3-one FC1(CN(C[C@@H]2[C@H]1OCC(N2)=O)C(=O)N2CC(C2)OCC2=C(C=C(C=C2)C(F)(F)F)F)F |r|